1-((S)-2,2-difluorocyclopropyl)-N-((R)-1-(3-(difluoromethyl)-2-fluorophenyl)ethyl)-4-(((1R,5S,6S)-3-methyl-3-azabicyclo[3.1.0]hex-6-yl)amino)-6-oxo-1,6-dihydropyridine-3-carboxamide FC1([C@H](C1)N1C=C(C(=CC1=O)NC1[C@@H]2CN(C[C@H]12)C)C(=O)N[C@H](C)C1=C(C(=CC=C1)C(F)F)F)F